2-(thiazol-4-yl)-1H-benzo[d]imidazol-5-amine S1C=NC(=C1)C1=NC2=C(N1)C=CC(=C2)N